7-[(1R,2R,3R)-2-(4,4-difluoro-3-triethylsiloxyoctyl)-5-keto-3-(tetrahydrofuran-2-yloxy)cyclopentyl]heptanoic acid phenylmethyl ester C1(=CC=CC=C1)COC(CCCCCC[C@@H]1[C@H]([C@@H](CC1=O)OC1OCCC1)CCC(C(CCCC)(F)F)O[Si](CC)(CC)CC)=O